Tert-Butyl (S)-3-(3,5-Dibromo-4-Cyano-1H-Pyrazol-1-yl)Pyrrolidine-1-Carboxylate BrC1=NN(C(=C1C#N)Br)[C@@H]1CN(CC1)C(=O)OC(C)(C)C